ClC=1C=C(C(=O)N[C@@H](C)C2=NC=NN2C2=NC=C(C=C2)C=O)C=C(C1)C(F)(F)F 3-chloro-N-{(1S)-1-[1-(5-formylpyridin-2-yl)-1H-1,2,4-triazol-5-yl]ethyl}-5-(trifluoromethyl)benzamide